NC1CCC(CC1)COC1=NC(=NC=C1)NC1=CC(=CC=C1)N1CCOCC1 4-(((1R,4R)-4-aminocyclohexyl)methoxy)-N-(3-morpholinophenyl)pyrimidin-2-amine